C(=O)C1SC(=C(S1)SC)SC 2-formyl-4,5-dimethylthio-1,3-dithiol